ammonium di(nitroso)palladium oxalate C(C(=O)[O-])(=O)[O-].N(=O)[Pd]N=O.[NH4+].[NH4+]